CC1=NN(C(=C1C(F)(F)F)C(=O)NC1=CC(=CC=C1)S(=O)(=O)C)CC1OCC1 3-methyl-N-(3-(methylsulfonyl)phenyl)-1-(oxetan-2-ylmethyl)-4-(trifluoromethyl)-1H-pyrazole-5-carboxamide